C(C)(C)(C)[Si](C)(C)Cl tertiary butyl-dimethyl-silicon chloride